COC1=C(C=CC=C1)C1=NNC2=NC=CC(=C21)C=2C=NC(=CC2)OC 3-(2-methoxyphenyl)-4-(6-methoxy-3-pyridyl)-1H-pyrazolo[3,4-b]pyridine